3,4-bis(benzyloxy)-2-hydroxybenzoic acid methyl ester COC(C1=C(C(=C(C=C1)OCC1=CC=CC=C1)OCC1=CC=CC=C1)O)=O